(2S)-1-(4-methyl-5-(1-(butan-2-yl)pyrazol-4-yl)-1,3-thiazol-2-ylcarbamoyl)prolinamide CC=1N=C(SC1C=1C=NN(C1)C(C)CC)NC(=O)N1[C@@H](CCC1)C(=O)N